C(CCCCCCCCC(=O)OCC(CCCC)CC)(=O)OCC(CCCC)CC bis(2-ethylhexyl) decanedioate